butyl {(2S)-1-[methoxy(methyl)amino]-1-oxobutan-2-yl}carbamate CON(C([C@H](CC)NC(OCCCC)=O)=O)C